2-(1-{2-bromo-5-[(2Z)-hex-2-en-1-yl]phenyl}ethyl)-1,3-dioxan-5-one BrC1=C(C=C(C=C1)C\C=C/CCC)C(C)C1OCC(CO1)=O